BrC1=CC=2C3=C(N(C2C=C1)C)C(=NC(=N3)Cl)N3CCC(CC3)CP(OCC)(OCC)=O Diethyl ((1-(8-bromo-2-chloro-5-methyl-5H-pyrimido[5,4-b]indol-4-yl)piperidin-4-yl)methyl)phosphonate